O=S1(CC=2N(CC1)N=C(C2)C(=O)NC=2C=C(C=C(C2)C(F)(F)F)NC(=O)[N-]C2=C[N+](=NO2)CC2=NC=CC=C2)=O ((3-(5,5-Dioxido-6,7-dihydro-4H-pyrazolo[5,1-c][1,4]thiazine-2-carboxamido)-5-(trifluoromethyl)phenyl)carbamoyl)(3-(pyridin-2-ylmethyl)-1,2,3-oxadiazol-3-ium-5-yl)amide